C[Si](C(C)=O)(C)C 1-(trimethylsilyl)ethan-1-one